3,3-dihydroxyacetone OC(C(C)=O)O